fluorobis(phenylsulfonyl)methane FC(S(=O)(=O)C1=CC=CC=C1)S(=O)(=O)C1=CC=CC=C1